4-(3-((1r,3R,5S,7r)-3,5-dimethyladamantan-1-yl)guanidino)-3-fluoro-N-(7-(hydroxyamino)-7-oxo-heptyl)benzamide C[C@]12CC3(CC(C[C@@](C1)(C3)C)C2)NC(NC2=C(C=C(C(=O)NCCCCCCC(=O)NO)C=C2)F)=N